(3R,4S)-3,4-DIETHYLTETRAHYDROFURAN-3,4-DIOL Titanium (IV) chloride [Ti](Cl)(Cl)(Cl)Cl.C(C)[C@]1(COC[C@@]1(O)CC)O